ClC=1C2=C(N=CN1)N(C=C2C2=CC=C(N)C=C2)C2COC2 4-(4-chloro-7-(oxetan-3-yl)-7H-pyrrolo[2,3-d]pyrimidin-5-yl)aniline